C(C1=CC=CC=C1)OCCCCCCCCCCCN(C=1C=CC(N(C1)CC(=O)OCC)=O)C(=O)[C@@H]1CN(CCC1)C1=CN=CC2=CC=CC=C12 ethyl 2-[5-[11-benzyloxyundecyl-[(3S)-1-(4-isoquinolyl)piperidine-3-carbonyl]amino]-2-oxo-1-pyridyl]acetate